FC(C(=O)N[C@H]1C[C@@H](NCC1)C)(OC1=CC=CC=C1)F 2,2-difluoro-N-((2s,4r)-2-methylpiperidin-4-yl)-2-phenoxyacetamide